N-((5-amino-7-methoxy-[1,2,4]triazolo[1,5-c]quinazolin-2-yl)methyl)cyclopropanesulfonamide NC1=NC=2C(=CC=CC2C=2N1N=C(N2)CNS(=O)(=O)C2CC2)OC